C1(CC1)CNC1=C(C#N)C=C(C=C1)C1=NC(=NO1)C1=CC2=C(NC(N2)=O)C=C1 2-((cyclopropyl-methyl)amino)-5-(3-(2-oxo-2,3-dihydro-1H-benzo[d]imidazol-5-yl)-1,2,4-oxadiazol-5-yl)benzonitrile